ClC=1C=C2C(=CC1)C(N(C[C@@]21C(N(C[C@@H]1CNC(C)C)C1=CN=CC2=CC=CC=C12)=O)CC1CCOCC1)=O (4S,4'S)-6-chloro-4'-[(isopropylamino)methyl]-1'-(4-isoquinolyl)-2-[(tetrahydropyran-4-ylmethyl)]spiro[3H-isoquinoline-4,3'-pyrrolidine]-1,2'-dione